BrC1=C(N=C2N1COC1=C2C=NC=C1)C1=CC=C(CN2CCC(CC2)NC2=NC(=NC=C2)C#N)C=C1 4-((1-(4-(3-Bromo-5H-imidazo[1,2-c]pyrido[3,4-e][1,3]oxazin-2-yl)benzyl)piperidin-4-yl)amino)pyrimidine-2-carbonitrile